ClC1=CC=C(CN2N=CC3=CC(=CC=C23)C(=O)O)C=C1 1-(4-Chlorobenzyl)-1H-indazole-5-carboxylic acid